3-(2-Isopropylphenyl)-2-[[4-[1-methyl-5-(3,3,3-trifluoropropylamino)-1,2,4-triazol-3-yl]phenyl]methylenehydrazono]thiazolidin-4-on C(C)(C)C1=C(C=CC=C1)N1C(SCC1=O)=NN=CC1=CC=C(C=C1)C1=NN(C(=N1)NCCC(F)(F)F)C